2-[18F]fluoro-6-(methylamino)pyridine-3-yl(buta-1-en-3-ynyl)benz[d]thiazole-6-ol [18F]C1=NC(=CC=C1C1=CC(=CC2=C1N=C(S2)C=CC#C)O)NC